N-[4-[[3-[2-[(1r,4r)-(4-Aminocyclohexyl)amino]pyrimidin-4-yl]-4-pyridyl]oxy]-3-fluorophenyl]3-fluoro-4-nitrobenzenesulfonamide NC1CCC(CC1)NC1=NC=CC(=N1)C=1C=NC=CC1OC1=C(C=C(C=C1)NS(=O)(=O)C1=CC(=C(C=C1)[N+](=O)[O-])F)F